(Z)-3-(6-(dimethylamino)naphthalen-2-yl)-2-(4-nitrophenyl)acrylonitril CN(C=1C=C2C=CC(=CC2=CC1)\C=C(/C#N)\C1=CC=C(C=C1)[N+](=O)[O-])C